ClCC(=O)C1=C(N(C2=NC=CC=C21)C2=CC=C(C#N)C=C2)C 4-[3-(2-Chloro-acetyl)-2-methyl-pyrrolo-[2,3-b]pyridin-1-yl]-benzonitrile